C(C1=CC=CC=C1)OCCOCCN1C(=CC2=CC(=C(C=C12)F)F)C(=O)N1CCN(CC1)C([C@H](C1CCCCC1)NC([C@H](C)NC)=O)=O (S)-N-((S)-2-(4-(1-(2-(2-(benzyloxy)eth-oxy)ethyl)-5,6-di-fluoro-1H-indole-2-carbonyl)piperazin-1-yl)-1-cyclohexyl-2-oxoethyl)-2-(meth-ylamino)propanamide